NCC1=C2C(=NC=3C=C(C(=CC13)Cl)F)C1=CC3=C(C(N1C2)=O)COC([C@]3(O)CC)=O (S)-11-(aminomethyl)-9-chloro-4-ethyl-8-fluoro-4-hydroxy-1,12-dihydro-14H-pyrano[3',4':6,7]indolizino[1,2-b]quinoline-3,14(4H)-dione